COCC1=C(C=CC=C1)C 1-(methoxymethyl)-2-methylbenzene